tert-Butyl 2-(5-(3,4-dichlorophenyl)-1H-1,2,4-triazol-3-yl)hydrazinecarboxylate ClC=1C=C(C=CC1Cl)C1=NC(=NN1)NNC(=O)OC(C)(C)C